ClC1=C(C=C(C=O)C=C1)C 4-CHLORO-3-METHYLBENZALDEHYDE